C(C)C=1C=C(C=CC1)NC(=O)C1C(=NN(C1=O)C1=CC=C(C=C1)OC(C)C)C N-(3-ethylphenyl)-1-(4-isopropoxyphenyl)-3-methyl-5-oxo-4,5-dihydro-1H-pyrazole-4-carboxamide